ethyl-2,4-diisopropylcinnamate C(C)OC(C=CC1=C(C=C(C=C1)C(C)C)C(C)C)=O